S1N=CN=C1C1=CC=[N+](C=C1)CC(=O)NCC(=O)Cl 2-[[2-[4-(1,2,4-thiadiazol-5-yl)pyridin-1-ium-1-yl]acetyl]amino]acetic Acid Chloride